(S)-(4,4,4-trifluorobutan-2-yl)carbamate FC(C[C@H](C)NC([O-])=O)(F)F